3-Hydroxypropyl nitrate [N+](=O)(OCCCO)[O-]